C1(=CC=CC=C1)C1=NC(=NC(=N1)C1=CC=CC=C1)C=1C=C(C=CC1)C1=CC=C(C=C1)C=O 3'-(4,6-diphenyl-1,3,5-triazin-2-yl)-[1,1'-biphenyl]-4-carbaldehyde